FC1=C(C=2C=NC(=NC2C=C1C1=C(C2=C(OCCN2)N=C1)C)NC1=CC=C(C=C1)S(=O)(=O)C)N 6-fluoro-7-(8-methyl-2,3-dihydro-1H-pyrido[2,3-b][1,4]oxazin-7-yl)-N~2~-[4-(methylsulfonyl)phenyl]quinazoline-2,5-diamine